2-amino-3-(trifluoromethyl)phenol NC1=C(C=CC=C1C(F)(F)F)O